C1COCCN1N=O Nitrosomorpholine